4-(4-(1-isopropyl-1H-pyrazol-5-yl)-7-(1H-pyrazol-5-yl)imidazo[1,5-b]pyridazin-2-yl)-3-methylmorpholine C(C)(C)N1N=CC=C1C=1C=2N(N=C(C1)N1C(COCC1)C)C(=NC2)C2=CC=NN2